3-Mercaptopropyldimethoxy-methylsilan SCCC[Si](C)(OC)OC